C(C)(C)(C)OC(=O)C1(CC1)OC=1C=C2C(=CC=NC2=CC1OC)OC1=C(C=C(C=C1F)[N+](=O)[O-])F tert-butyl-1-((4-(2,6-difluoro-4-nitrophenoxy)-7-methoxyquinolin-6-yl)oxy)cyclopropane-1-carboxylate